C(=C)C1N(C=CC=C1)CCCS(=O)(=O)O 2-vinyl-1-pyridinepropanesulfonic acid